4H-pyrazolo[4,3-b]Indole N1N=CC=2NC=3C=CC=CC3C21